(1s,4s)-4-((5-(cinnolin-6-yl)-7H-pyrrolo[2,3-d]pyrimidin-2-yl)amino)-1-methylcyclohexan-1-ol N1=NC=CC2=CC(=CC=C12)C1=CNC=2N=C(N=CC21)NC2CCC(CC2)(O)C